4-((benzyloxy)phenyl)-7H-purin-6-amine C(C1=CC=CC=C1)OC1=C(C=CC=C1)C12NC=NC(=C2NC=N1)N